(+)-(4R,4aS,R)-4,4a-dimethyl-6-(1-propen-2-yl)-4,4a,5,6,7,8-hexahydro-2(3H)-naphthalenone C[C@@H]1CC(C=C2CC[C@H](C[C@@]12C)C(=C)C)=O